N[C@H](C=1N=C2N(N=CC(=C2)[C@H](NC(CC2CC(C2)(F)F)=O)C2(CC2)C#N)C1)C1CCC(CC1)(F)F |o1:10| N-((S*)-(2-((S)-amino(4,4-difluorocyclohexyl)methyl)imidazo[1,2-b]pyridazin-7-yl)(1-cyanocyclopropyl)methyl)-2-(3,3-difluorocyclobutyl)acetamide